3-(trifluoromethyl)bicyclo[1.1.1]pentan-1-amine HCl salt Cl.FC(C12CC(C1)(C2)N)(F)F